(5S)-2-(4-fluoro-3-hydroxyphenyl)-5-phenyl-2,5,6,7-tetrahydro-3H-pyrrolo[2,1-c][1,2,4]triazol-3-one FC1=C(C=C(C=C1)N1N=C2N(C1=O)[C@@H](CC2)C2=CC=CC=C2)O